4-amino-N-(4-(4,4-difluoropiperidin-1-yl)-6-methylpyrimidin-2-yl)-2-(6-azaspiro[2.5]octan-6-yl)benzamide NC1=CC(=C(C(=O)NC2=NC(=CC(=N2)N2CCC(CC2)(F)F)C)C=C1)N1CCC2(CC2)CC1